[(1R)-1-[2-(trifluoromethyl)pyrimidin-5-yl]ethyl]benzamide FC(C1=NC=C(C=N1)[C@H](C)C1=C(C(=O)N)C=CC=C1)(F)F